O=C1N([C@@H]2CCCN1C2)OS(=O)(=O)O.ClC2=NC=C(C(=N2)Cl)CN2C(CCC2)(C)C 2,4-dichloro-5-[(2,2-dimethylpyrrolidin-1-yl)methyl]pyrimidine (2S,5R)-7-oxo-1,6-diazabicyclo[3.2.1]oct-6-yl-sulfate